2-(4-((cyclohexylmethoxy)carbonyl)piperazin-1-yl)thiazole C1(CCCCC1)COC(=O)N1CCN(CC1)C=1SC=CN1